ClC=1C=NN2C1N=C(NC1=C2C=C(C=C1)C(=O)OC)C1=C(C=CC=C1F)F methyl 3-chloro-5-(2,6-difluorophenyl)-6H-pyrazolo[1,5-a][1,3,5]benzotriazepine-9-carboxylate